potassium N-laurylsarcosine C(CCCCCCCCCCC)N(C)CC(=O)O.[K]